1''-butyryl-6-methyl-1-(1-methyl-1H-indazol-5-yl)-2-(1-(methyl-d3)-1H-pyrrol-3-yl)-3,6-dihydro-7H-dispiro[dipyrrolo[2,3-b:3',2'-d]pyridine-8,1'-cyclobutane-3',4''-piperidin]-7-one C(CCC)(=O)N1CCC2(CC1)CC1(C2)C(N(C=2C1=C1C(=NC2)NC(=C1C=1C=C2C=NN(C2=CC1)C)C1=CN(C=C1)C([2H])([2H])[2H])C)=O